FC=1C=C(CNCCC2=CC(=C(C(=O)OC)C=C2OC)OC)C=C(C1)C methyl 4-(2-((3-fluoro-5-methylbenzyl)amino)ethyl)-2,5-dimethoxybenzoate